C(C)(=O)N1CC(C1)(F)COC1=NC2=C(C(=C(C=C2C(=N1)N1CC2CCC(C1)N2)C(F)(F)F)C2=CC=C(C=1SC(=C(C12)C#N)N)F)F 4-(2-((1-acetyl-3-fluoroazetidin-3-yl)methoxy)-4-(3,8-diazabicyclo[3.2.1]oct-3-yl)-8-fluoro-6-(trifluoromethyl)quinazolin-7-yl)-2-amino-7-fluorobenzo[b]thiophene-3-carbonitrile